1-(2-methylpyrimidin-5-yl)pyrrolidin-3-amine CC1=NC=C(C=N1)N1CC(CC1)N